2-[4-[(2-butyl-4-oxo-1,3-diazaspiro[4.4]non-1-en-3-yl)methyl]-2-(1-ethoxycyclopropyl)phenyl]-N-(4-chloro-5-methyl-isoxazol-3-yl)benzenesulfonamide C(CCC)C1=NC2(C(N1CC1=CC(=C(C=C1)C1=C(C=CC=C1)S(=O)(=O)NC1=NOC(=C1Cl)C)C1(CC1)OCC)=O)CCCC2